NC1CCC2=C(NC1=O)N=CC=C2 7-amino-8-oxo-6,7,8,9-tetrahydro-5H-pyrido[2,3-b]azepin